[6-[(5-cyclopropyl-3-methyl-pyrazol-1-yl)methyl]-2-azaspiro[3.3]heptan-2-yl]-[6-[3-(1-hydroxycyclopropyl)-1,2,4-triazol-1-yl]-2-azaspiro[3.3]heptan-2-yl]methanone C1(CC1)C1=CC(=NN1CC1CC2(CN(C2)C(=O)N2CC3(C2)CC(C3)N3N=C(N=C3)C3(CC3)O)C1)C